9-[2-deoxy-5-O-(4,4'-dimethoxytrityl)-β-D-erythro-pentofuranosyl]-3-ethynyl-9H-carbazole COC1=CC=C(C(C2=CC=C(C=C2)OC)(C2=CC=CC=C2)OC[C@@H]2[C@H](C[C@@H](O2)N2C3=CC=CC=C3C=3C=C(C=CC23)C#C)O)C=C1